(4S)-p-mentha-1-ene-7,8-diol C1(=CC[C@H](CC1)C(C)(C)O)CO